tert-butyl (1R,5S)-3-(7-chloro-8-fluoro-2-((2-(fluoromethylene)tetrahydro-1H-pyrrolizin-7a(5H)-yl)methoxy)pyrido[4,3-d]pyrimidin-4-yl)-3,8-diazabicyclo[3.2.1]octane-8-carboxylate ClC1=C(C=2N=C(N=C(C2C=N1)N1C[C@H]2CC[C@@H](C1)N2C(=O)OC(C)(C)C)OCC21CCCN1CC(C2)=CF)F